3,4-dimethoxybicyclo[4.2.0]octa-1,3,5-triene-7-carboxylic acid COC=1C=C2CC(C2=CC1OC)C(=O)O